2-[(2,6-difluorobenzoyl)amino]-4-[2-isopropoxyethyl-[4-(5,6,7,8-tetrahydro-1,8-naphthyridin-2-yl)butyl]amino]butanoic acid FC1=C(C(=O)NC(C(=O)O)CCN(CCCCC2=NC=3NCCCC3C=C2)CCOC(C)C)C(=CC=C1)F